C(C)(C)(C)OC(=O)N1C(C(CC1)(C(F)(F)F)OC)OCC1=CC=CC=C1 (benzyloxy)-3-methoxy-3-(trifluoromethyl)pyrrolidine-1-carboxylic acid tert-butyl ester